C(C)OC(=O)C=1OC2=C(C1C)C=C(C=C2)S(NCCC2CCCCC2)(=O)=O methyl-5-(N-(2-cyclohexylethyl)sulfamoyl)benzofuran-2-carboxylic acid ethyl ester